OC(=O)C(F)(F)F.N[C@H](CO)C1=CC(=C(C=C1)Cl)N1N=CN=C1C(F)F (S)-2-amino-2-(4-chloro-3-(5-(difluoromethyl)-1H-1,2,4-triazol-1-yl)phenyl)ethan-1-ol TFA salt